C(#N)C1=C(SC2=NC=C(C(=C21)C=2C1=C(C=3C=NC(=NC3C2F)SCC)COC1)F)NC(OC(C)(C)C)=O tert-Butyl (3-cyano-4-(3-(ethylthio)-5-fluoro-7,9-dihydrofuro[3,4-f]quinazolin-6-yl)-5-fluorothieno[2,3-b]pyridin-2-yl)carbamate